methyl 2-[8-bromo-4-methoxy-5-(2,2,2-trifluoroethyl)pyrimido[5,4-b]indol-2-yl]acetate BrC1=CC=2C3=C(N(C2C=C1)CC(F)(F)F)C(=NC(=N3)CC(=O)OC)OC